C[SiH](O)O METHYLSILANEDIOL